NC1=C2C(=NC=N1)N(N=C2C2=CC=C(C=C2)OC2=CC=CC=C2)C2CCC(CC2)NC(CN2CCN(CC2)C)=O N-(4-(4-amino-3-(4-phenoxyphenyl)-1H-pyrazolo[3,4-d]pyrimidin-1-yl)cyclohexyl)-2-(4-methylpiperazin-1-yl)acetamide